C(C)(C)(C)OC(=O)N1[C@H](C[C@@H](C1)NC(COC1=CC(=C(C=C1)Cl)F)=O)C=1OC(=NN1)C1=CC=C(C=C1)Cl (2R,4S)-4-[2-(4-chloro-3-fluorophenoxy)acetamido]-2-[5-(4-chlorophenyl)-1,3,4-oxadiazol-2-yl]pyrrolidine-1-carboxylic acid tert-butyl ester